COC=1C=C2C(CNC2=CC1)C[C@@H]1NCCC1 5-methoxy-3-(((R)-pyrrolidin-2-yl)methyl)indoline